N-hydroxy-2-(1-(5-((1-(methylsulfonyl)piperidin-4-yl)methoxy)-4-oxo-4H-pyran-2-yl)ethyl)isoindoline-5-carboxamidine ONC(=N)C=1C=C2CN(CC2=CC1)C(C)C=1OC=C(C(C1)=O)OCC1CCN(CC1)S(=O)(=O)C